C(C)(C)(C)OC(=O)N1CC(CCC1)NC=1N=CC2=C(N1)N1C(C(=C2)OC2=C(C=C(C=C2)F)F)=NCC1.CC=1C=C(N)C=C(C1C)C 3,4,5-trimethyl-aniline tert-butyl-3-((6-(2,4-difluorophenoxy)-8,9-dihydroimidazo[1',2':1,6]pyrido[2,3-d]pyrimidin-2-yl)amino)piperidine-1-carboxylate